N-[4-amino-1-(2-trimethylsilylethoxymethyl)pyrazolo[4,3-c]pyridin-7-yl]-N',N'-bis(2-pyridylmethyl)oxamide Copper [Cu].NC1=NC=C(C2=C1C=NN2COCC[Si](C)(C)C)NC(=O)C(=O)N(CC2=NC=CC=C2)CC2=NC=CC=C2